2-Mercaptoethyltrimethoxysilane SCC[Si](OC)(OC)OC